3-(3-aminopropoxy)-13-methyl-7,8,9,11,12,13,14,15,16,17-decahydro-6H-cyclopenta[a]phenanthren-17-ol NCCCOC=1C=CC=2C3CCC4(C(CCC4C3CCC2C1)O)C